4-methoxy-2-(5-(trifluoromethyl)-[1,1'-biphenyl]-2-yl)quinoline-7-carboxylic acid COC1=CC(=NC2=CC(=CC=C12)C(=O)O)C1=C(C=C(C=C1)C(F)(F)F)C1=CC=CC=C1